C(=O)=C(C=O)N1CCN(CC1)C1=NC=C(C=N1)C(F)(F)F (S,E)-2-carbonyl-2-(4-(5-(trifluoromethyl)pyrimidin-2-yl)piperazin-1-yl)acetaldehyde